CC(=O)C1=C(C=C(C=C1)O)O The molecule is a dihydroxyacetophenone that is acetophenone carrying hydroxy substituents at positions 2' and 4'. It has a role as a plant metabolite. It is a member of resorcinols and a dihydroxyacetophenone.